N-[3-(dimethylamino)propyl]-7-[2-[(1S,2S)-1-ethyl-2-methoxy-propoxy]-4-fluoro-anilino]thiazolo[5,4-d]pyrimidine-2-carboxamide CN(CCCNC(=O)C=1SC=2N=CN=C(C2N1)NC1=C(C=C(C=C1)F)O[C@H]([C@H](C)OC)CC)C